(1aS,5aS)-2-Pyrazin-2-yl-1a,2,5,5a-tetrahydro-1H-2,3-diaza-cyclopropa[a]pentalene-4-carboxylic acid (2,2-dimethyl-1-pyridin-2-yl-propyl)-amide CC(C(C1=NC=CC=C1)NC(=O)C=1C=2C[C@H]3[C@@H](C2N(N1)C1=NC=CN=C1)C3)(C)C